O1C=C(C2=C1C=CC=C2)C2N(CC1=CC=CC=C21)C(=O)N (benzofuran-3-yl)isoindoline-2-carboxamide